S(=O)(=O)(O)O.S(=O)(=O)(O)O.C(C(C)C)N(CCCN1CCN(CC1)CCCNC1=NC2=C(N1)C=CC=C2)CC(C)C N-(3-(4-(3-(diisobutylamino)propyl)piperazin-1-yl)propyl)-1H-benzo[d]imidazol-2-amine di-sulphate salt